(5-bromo-3-ethylsulfanyl-2-pyridyl)-3-methyl-6-(trifluoromethyl)imidazo[4,5-c]pyridine BrC=1C=C(C(=NC1)C1=NC2=C(C=NC(=C2)C(F)(F)F)N1C)SCC